3-azabicyclo[3.2.0]heptane-2-carboxamide C12C(NCC2CC1)C(=O)N